6-bromo-4-methyl-1H-indole BrC1=CC(=C2C=CNC2=C1)C